N-(4-(hydroxymethyl)tetrahydro-2H-pyran-4-yl)-5-((2-methoxypyridin-4-yl)methoxy)-2-methylbenzofuran-3-carboxamide OCC1(CCOCC1)NC(=O)C1=C(OC2=C1C=C(C=C2)OCC2=CC(=NC=C2)OC)C